6-((1S,2S)-2-(4-cyano-1H-pyrazol-1-yl)cyclobutyl)-4-oxo-1-((S)-1-(tetrahydro-2H-pyran-4-yl)ethyl)-4,5-dihydro-1H-pyrazolo[3,4-d]pyrimidine-3-carbonitrile C(#N)C=1C=NN(C1)[C@@H]1[C@H](CC1)C=1NC(C2=C(N1)N(N=C2C#N)[C@@H](C)C2CCOCC2)=O